4-(bromomethyl)-2,3-difluoro-benzoic acid methyl ester COC(C1=C(C(=C(C=C1)CBr)F)F)=O